sodium ((2R,3S,5R)-5-(2,4-dioxopyrimidin-1(2H)-yl)-tetrahydrofuran-2-yl)-methyl 4-hydroxybutyl hydrogen phosphate P(=O)(OC[C@@H]1O[C@H](CC1)N1C(NC(C=C1)=O)=O)(OCCCCO)O.[Na]